N-(1-(4-cyanobenzyl)-1H-indazol-3-yl)isoxazole-5-carboxamide C(#N)C1=CC=C(CN2N=C(C3=CC=CC=C23)NC(=O)C2=CC=NO2)C=C1